C(C)(C)(C)OC(=O)C1=NC=CC=C1F 3-fluoropyridinecarboxylic acid tert-butyl ester